3-(((1S,2R)-7-((2,2-dimethylpyridin-1-yl)sulfonyl)-2-fluoro-1-hydroxy-2,3-dihydro-1H-inden-4-yl)oxy)-5-fluorobenzonitrile CC1(N(C=CC=C1)S(=O)(=O)C=1C=CC(=C2C[C@H]([C@H](C12)O)F)OC=1C=C(C#N)C=C(C1)F)C